FC=1C=C(OC=2C=C(C=CC2)[C@@H]2N(OCC2)C2=CC(=NC=N2)NC=2C(=CC(=C(C2)NC(C=C)=O)N2CCN(CC2)C)OC)C=C(C1)F (R)-N-(5-((6-(3-(3-(3,5-difluoro-phenoxy)phenyl)-isoxazolidin-2-yl)pyrimidin-4-yl)amino)-4-methoxy-2-(4-methylpiperazin-1-yl)phenyl)-acrylamide